ethyl 4-chloropyrimidine-5-carboxylate ClC1=NC=NC=C1C(=O)OCC